FC1=CC=C(C=C1)C1=CC(=C(C=C1)NC(OC(C)(C)C)=O)NC(C1=CC=C(C=C1)S(=O)(=N)C=1C(=NC=CC1)C)=O tert-butyl N-[4-(4-fluorophenyl)-2-[[4-[(2-methyl-3-pyridyl)sulfonimidoyl]benzoyl]amino]phenyl]carbamate